2-ethoxy-5-amino-N-(1-(6-methoxypyridin-2-yl)ethyl)isonicotinamide C(C)OC=1C=C(C(=O)NC(C)C2=NC(=CC=C2)OC)C(=CN1)N